1-((4-(((7-fluorobenzo[d]thiazol-2-yl)(4-methoxyphenethyl)amino)-methyl)phenyl)amino)cyclobutane-1-carboxylic acid FC1=CC=CC=2N=C(SC21)N(CCC2=CC=C(C=C2)OC)CC2=CC=C(C=C2)NC2(CCC2)C(=O)O